C(C(C)C)OC1=C(C=CC=C1)C1CCN(CC1)[C@H]1CC2(CN(C2)C(=O)C2COC2)CC1 (R)-(6-(4-(2-isobutoxyphenyl)piperidin-1-yl)-2-azaspiro[3.4]oct-2-yl)(oxetan-3-yl)methanone